4-(9-methyl-2-(2-(piperidin-4-yl)pyrimidin-4-yl)-8-(pyridin-4-yl)-9H-purin-6-yl)morpholine CN1C2=NC(=NC(=C2N=C1C1=CC=NC=C1)N1CCOCC1)C1=NC(=NC=C1)C1CCNCC1